(2-Chloro-3-methoxy-phenyl)-[(7S)-3-(6-hydroxy-2-pyridyl)-2,7-dimethyl-5,7-dihydro-4H-pyrazolo[3,4-c]pyridin-6-yl]methanone ClC1=C(C=CC=C1OC)C(=O)N1[C@H](C=2C(CC1)=C(N(N2)C)C2=NC(=CC=C2)O)C